CC1([C@]2(C(C[C@H]1CC2)=O)CS(=O)(=O)NCC=2C=C1CN(C(C1=CC2)=O)N2C(NC(CC2)=O)=O)C 1-((1R,4R)-7,7-dimethyl-2-oxobicyclo[2.2.1]heptane-1-yl)-N-((2-(2,4-dioxotetrahydropyrimidin-1(2H)-yl)-1-oxoisoindolin-5-yl)methyl)methanesulfonamide